Ethylimidazo[1,2-a]pyrimidine-7-carboxylate C(C)OC(=O)C1=NC=2N(C=C1)C=CN2